C[NH+]1C[C@@H](C=C2C=3C=CC=C4NC=C(C[C@@H]12)C34)C(N(C(C)C)CCCCC)=O (4R,6R,7R)-6-methyl-4-[pentyl(propan-2-yl)carbamoyl]-6,11-diazatetracyclo[7.6.1.02,7.012,16]hexadeca-1(16),2,9,12,14-pentaen-6-ium